2-bromo-N-(5-(1,1-difluoro-2-morpholinoethyl)-2-(piperidin-1-yl)phenyl)thiazole-4-carboxamide BrC=1SC=C(N1)C(=O)NC1=C(C=CC(=C1)C(CN1CCOCC1)(F)F)N1CCCCC1